6-methyl-1,2,3-heptanetriol CC(CCC(C(CO)O)O)C